2-[4-(2-hydroxyethyl)-2,5-dimethylpiperazin-1-yl]ethan-1-ol OCCN1CC(N(CC1C)CCO)C